ClC1=C(C(=CC=C1Cl)O)C(NC(=O)[C@@H]1NCCC1)C1=CC=NC=C1 (2R)-N-[(2,3-dichloro-6-hydroxyphenyl)(pyridin-4-yl)methyl]pyrrolidine-2-carboxamide